ClC1=CC=C(C=N1)NC1=NC=CC2=CC(=CC=C12)OCC=1C(=NNC1)C N-(6-chloropyridin-3-yl)-6-((3-methyl-1H-pyrazol-4-yl)methoxy)isoquinolin-1-amine